C(C)(C)(C)OC(C1=CC(=NC(=C1)C(NC)=O)[C@@H](C1=CC=CC=C1)OC)=O |r| (+/-)-2-(methoxy(phenyl)methyl)-6-(methylcarbamoyl)isonicotinic acid tert-butyl ester